5-Cyano-3-methyl-N-(3-(3-(trifluoromethoxy)phenyl)-1H-indazol-5-yl)picolinamide C(#N)C=1C=C(C(=NC1)C(=O)NC=1C=C2C(=NNC2=CC1)C1=CC(=CC=C1)OC(F)(F)F)C